N-(3-triethoxysilylpropyl)-t-butylcarbamate C(C)O[Si](CCCN(C([O-])=O)C(C)(C)C)(OCC)OCC